(±)-1-(pyrazin-2-ylcarbamoyl)-6-azaspiro[2.5]octane-6-carboxylate N1=C(C=NC=C1)NC(=O)[C@@H]1CC12CCN(CC2)C(=O)[O-] |r|